C1(CC1)C1=NN(C=C1I)C1OCCCC1 3-cyclopropyl-4-iodo-1-(tetrahydro-2H-pyran-2-yl)-1H-pyrazole